2-(5-(6-(3,4-dimethoxyphenyl)-7-ethyl-5H-pyrrolo[3,2-d]pyrimidin-2-yl)-1,3,4-oxadiazol-2-yl)-N-methylethan-1-amine COC=1C=C(C=CC1OC)C1=C(C=2N=C(N=CC2N1)C1=NN=C(O1)CCNC)CC